N[C@@H](CC(=O)[O-])C(=O)[O-] Aspartat